Sulfonium antimonate [Sb]([O-])([O-])([O-])=O.[SH3+].[SH3+].[SH3+]